2-amino-6-methyl-6,7-dihydro-5H-pyrrolo[3,4-b]pyridin-5-one NC1=CC=C2C(=N1)CN(C2=O)C